5-((5-Fluoro-3-(2,2,2-trifluoroethoxy)pyridin-2-yl)oxy)-7-methyl-N-(4-methyl-1,1-dioxidotetrahydro-2H-thiopyran-4-yl)pyrazolo[1,5-a]pyridine-2-carboxamide FC=1C=C(C(=NC1)OC1=CC=2N(C(=C1)C)N=C(C2)C(=O)NC2(CCS(CC2)(=O)=O)C)OCC(F)(F)F